1-(3-(4,4-bis(methoxy-methyl)cyclohexyl)-2-((methyl(2-(methylamino)-ethyl)amino)methyl)-6,7-dihydropyrazolo[1,5-a]-pyrazin-5(4H)-yl)-2-methoxyethan-1-one COCC1(CCC(CC1)C=1C(=NN2C1CN(CC2)C(COC)=O)CN(CCNC)C)COC